C(C)(=O)N(CCC(=O)OCC)CCCC ethyl 3-[acetyl(butyl)amino]propanoate